tert-butyl 2-hydroxy-3-methoxy-5,8-dihydro-1,7-naphthyridine-7(6H)-carboxylate OC1=NC=2CN(CCC2C=C1OC)C(=O)OC(C)(C)C